4-((2-(1H-pyrazol-4-yl)ethyl)amino)-N-(1-(6-chloropyridin-2-yl)ethyl)-5,6-dimethylpyrimidine N1N=CC(=C1)CCNC1=NCN(C(=C1C)C)C(C)C1=NC(=CC=C1)Cl